FC=1C=CC2=C(OC3=C(C(N2)=O)C=CC(=C3)C)C1 7-fluoro-3-methyldibenzo[b,f][1,4]oxazepin-11(10H)-one